BrC1=CC=CC=2C=3C(CN(C3C=CC21)C(NC2=CC=C(C=C2)F)=N)C 6-bromo-N-(4-fluorophenyl)-1-methyl-1,2-dihydro-3H-benzo[e]indole-3-carboximidamide